bis(adamantan-1-yl)(2',4',6'-triisopropyl-3,6-dimethoxy-2-biphenylyl)phosphine C12(CC3CC(CC(C1)C3)C2)P(C2=C(C(=CC=C2OC)OC)C2=C(C=C(C=C2C(C)C)C(C)C)C(C)C)C23CC1CC(CC(C2)C1)C3